ethyl-3-nitro-1H-1,2,4-triazole-1-carboxylate C(C)OC(=O)N1N=C(N=C1)[N+](=O)[O-]